5-bromo-3-(4-(trifluoromethyl)phenyl)pyrazin-2-amine BrC=1N=C(C(=NC1)N)C1=CC=C(C=C1)C(F)(F)F